2-(2-(cyclopropanesulfonylamino)thiazol-4-yl)-2-ethyl-N-(2-fluoro-4-(pyridin-3-yl)phenyl)butanamide methyl-4-amino-3-chloro-6-(4-chloro-2-fluoro-3-methoxyphenyl)pyridine-2-carboxylate COC(=O)C1=NC(=CC(=C1Cl)N)C1=C(C(=C(C=C1)Cl)OC)F.C1(CC1)S(=O)(=O)NC=1SC=C(N1)C(C(=O)NC1=C(C=C(C=C1)C=1C=NC=CC1)F)(CC)CC